BrC=1C=CC(=NC1)NNC([C@@H](C)C1=CC2=CC=C(C=C2C=C1)OC)=O (S)-N'-(5-bromopyridin-2-yl)-2-(6-methoxynaphthalen-2-yl)propanohydrazide